CO[C@@H](C(=O)O[Li])COC(C1=CC=CC=C1)(C1=CC=CC=C1)C1=CC=CC=C1 lithio (2R)-2-methoxy-3-(triphenylmethoxy)propanoate